FC(N1C(=NC2=C1C=CC=C2)C2CCN(CC2)C(C(F)(F)F)C2=CC=C1C(=NN(C1=C2)C)C2=CC(=CC=C2)F)F 6-(1-(4-(1-(difluoromethyl)-1H-benzo[d]imidazol-2-yl)piperidin-1-yl)-2,2,2-trifluoroethyl)-3-(3-fluorophenyl)-1-methyl-1H-indazole